(1r,3r)-3-(4-iodo-1H-pyrazol-1-yl)cyclobutan-1-ol IC=1C=NN(C1)C1CC(C1)O